N-[4-(4-methyl-2-phenylpiperazine-1-carbonyl)-3-(2-oxa-7-azaspiro[3.4]octan-7-yl)phenyl]cyclopropanecarboxamide CN1CC(N(CC1)C(=O)C1=C(C=C(C=C1)NC(=O)C1CC1)N1CCC2(COC2)C1)C1=CC=CC=C1